1,17-difluoro-3,6,9,12,15-pentaoxaheptadecane FCCOCCOCCOCCOCCOCCF